CC1(CCC=C(C1)B1OC(C(O1)(C)C)(C)C)C 2-(5,5-dimethylcyclohexen-1-yl)-4,4,5,5-tetramethyl-1,3,2-dioxaborolane